C(C)(C)(C)OC(CC1=C(C=C(C=C1)O)Br)=O (2-bromo-4-hydroxyphenyl)acetic acid tert-butyl ester